CC(C(=O)N(CC1=CC=CC=C1)C2=CC=CC=C2)Br N-Benzyl-2-bromo-N-phenylpropionamide